ClC=1C=NC(=C(C(=O)NC2CCC(CC2)CN2C(C(C=3C2=NC=CC3)(C3=CC=CC=C3)O)=O)C1)C(F)F 5-chloro-2-(difluoromethyl)-N-((1r,4r)-4-((3-hydroxy-2-oxo-3-phenyl-2,3-dihydro-1H-pyrrolo[2,3-b]pyridin-1-yl)methyl)cyclohexyl)nicotinamide